(1S,2R,3R,5R)-3-((S)-1-(4-chlorophenyl)ethyl)-5-((E)-6-hydrazineylidene-3,6-dihydro-9H-purin-9-yl)cyclopentane-1,2-diol ClC1=CC=C(C=C1)[C@@H](C)[C@@H]1[C@H]([C@H]([C@@H](C1)N1C=2NC=N/C(/C2N=C1)=N/N)O)O